CC1(OB(OC1(C)C)C1=CC(=CC=C1)COC1COCC1)C 4,4,5,5-tetramethyl-2-(3-(((tetrahydrofuran-3-yl)oxy)methyl)phenyl)-1,3,2-dioxaborolane